CC=1C=CC=C2C(NC(=NC12)CCC(=O)N1CCN(CC1)C1=CC=C(C=N1)C#N)=O 6-[4-[3-(8-methyl-4-oxo-3H-quinazolin-2-yl)propionyl]piperazin-1-yl]pyridine-3-carbonitrile